ClC=1C=CC(=C(C1)C1=CC(=C(C(=N1)NCC1=C(C=C(C=C1)OC)OC)OCOC)C1=CN=CC2=CC=CC=C12)F 6-(5-chloro-2-fluorophenyl)-N-[(2,4-dimethoxyphenyl)methyl]-4-(isoquinolin-4-yl)-3-(methoxymethoxy)pyridin-2-amine